2-oxo-2,3-dihydro-1H-benzimidazole-5-carboxamide O=C1NC2=C(N1)C=CC(=C2)C(=O)N